4-(4-(benzo[d]thiazol-5-ylamino)quinolin-6-yl)-3-fluoro-N-(tetrahydro-2H-pyran-4-yl)benzamide S1C=NC2=C1C=CC(=C2)NC2=CC=NC1=CC=C(C=C21)C2=C(C=C(C(=O)NC1CCOCC1)C=C2)F